FC1=C(C=C(C=C1)C1(CC1)N(C(=O)OC)C[C@@H]1N(CCOC1)C(=O)OC(C)(C)C)C(F)(F)F tert-butyl (S)-3-(((1-(4-fluoro-3-(trifluoromethyl)phenyl)cyclopropyl)(methoxycarbonyl)amino)methyl)morpholine-4-carboxylate